N-{4-[2-((S)-2-amino-4,5-dihydro-oxazol-4-yl)-ethyl]-phenyl}-2-(4-ethoxy-phenyl)-acetamide NC=1OC[C@@H](N1)CCC1=CC=C(C=C1)NC(CC1=CC=C(C=C1)OCC)=O